1-(2,5-dimethoxy-4-(5,5,5-trifluoropentyl)phenyl)propan-2-amine COC1=C(C=C(C(=C1)CCCCC(F)(F)F)OC)CC(C)N